N1(N=CC=C1)C1=CC=C(CN(C2=CC(=CC=C2)CN2CCOCC2)CC2=CC(=CC=C2)OC)C=C1 N-(4-(1H-pyrazol-1-yl)benzyl)-N-(3-methoxybenzyl)-3-(morpholinomethyl)aniline